C12(CC3(CC(CC(C1)C3)C2)O)O adamantane-1,3-diol